[Si](C1=CC=CC=C1)(C1=CC=CC=C1)(C(C)(C)C)OC1CC2(CNC2)C1 6-[(tert-Butyldiphenylsilyl)oxy]-2-azaspiro[3.3]heptane